(1R,2R)-2-({4-[2-methoxy-4-(trifluoromethyl)phenyl]thieno[2,3-d]pyridazin-7-yl}amino)cyclohexane COC1=C(C=CC(=C1)C(F)(F)F)C1=C2C(=C(N=N1)NC1CCCCC1)SC=C2